acetamido-4'-isothiocyanatostilbene-2,2'-disulfonic acid C(C)(=O)NC1=C(C(=CC=C1)C=CC=1C(=CC(=CC1)N=C=S)S(=O)(=O)O)S(=O)(=O)O